C(CCCCCCCCCCC)SSCCN 2-(dodecyl-disulfanyl)ethane-1-amine